(S)-N-[1-(2-fluoropyridin-4-yl)pyrrolidin-3-yl]-4-(furo[3,2-c]pyridin-4-yl)benzamide FC1=NC=CC(=C1)N1C[C@H](CC1)NC(C1=CC=C(C=C1)C1=NC=CC2=C1C=CO2)=O